BrC1=C(C=NC=C1)CO[Si](C)(C)C(C)(C)C 4-bromo-3-(((tert-butyldimethylsilyl)oxy)methyl)pyridine